ClC1=C(CC2=NN(C(=C2)C#N)C)C=CC=N1 3-(2-chloronicotinyl)-1-methyl-1H-pyrazole-5-carbonitrile